5-{[(2-methoxyethyl)amino]methyl}pyridine COCCNCC=1C=CC=NC1